NC1CCN(CC1)C=1C=C2C(N(C(C2=CC1)=O)C1C(NC(CC1)=O)=O)=O 5-(4-aminopiperidin-1-yl)-2-(2,6-dioxopiperidin-3-yl)-2,3-dihydro-1H-isoindole-1,3-dione